C1(=CC=CC=C1)S(=O)(=O)C[C@H](O)C1=C(C=CC=C1)OC R-2-benzenesulfonyl-1-(2-methoxyphenyl)ethanol